6-(6-((Z)-((1S,4S,5R)-4-fluoro-1-methyl-8-azabicyclo[3.2.1]octan-3-ylidene)methyl)pyridazin-3-yl)isoquinolin-7-ol F[C@H]1\C(\C[C@@]2(CC[C@H]1N2)C)=C/C2=CC=C(N=N2)C=2C=C1C=CN=CC1=CC2O